O1C2=C(OCC1)C=C(C=C2)C2=CC=CC=1C(=NSC12)N 7-(2,3-dihydrobenzo[b][1,4]dioxin-6-yl)benzo[d]isothiazol-3-amine